(2R,3S)-2-(3-(4-chloro-5-methyl-1H-benzo[d]imidazol-1-yl)propyl)piperidin-3-ol dihydrochloride Cl.Cl.ClC1=C(C=CC=2N(C=NC21)CCC[C@H]2NCCC[C@@H]2O)C